N-((3R,4S)-4-((6-(2-chloro-3-methoxyphenyl)-8-(((tetrahydrofuran-2-yl)methyl)amino)pyrido[3,4-d]pyrimidin-2-yl)amino)tetrahydrofuran-3-yl)acrylamide ClC1=C(C=CC=C1OC)C1=CC2=C(N=C(N=C2)N[C@H]2[C@H](COC2)NC(C=C)=O)C(=N1)NCC1OCCC1